C[C@@H]1CN2C(C=3C=NN=C(C31)[C@](C(F)(F)F)(C)O)=CC(=N2)C23CCC(CC2)(CC3)C(=O)O 4-[(S)-5-methyl-4-((S)-1,1,1-trifluoro-2-hydroxypropan-2-yl)-5,6-dihydropyrazolo[1',5':1,2]pyrido[3,4-d]pyridazin-9-yl]bicyclo[2.2.2]octane-1-carboxylic acid